benzyl (R)-2-(benzyloxy)-4-(N-(4-cyclohexylbenzyl)pyrrolidine-2-carboxamido)benzoate C(C1=CC=CC=C1)OC1=C(C(=O)OCC2=CC=CC=C2)C=CC(=C1)N(C(=O)[C@@H]1NCCC1)CC1=CC=C(C=C1)C1CCCCC1